(S)-2-(6-(6-amino-5-(thiazol-2-yl)pyridin-3-yl)isochroman-8-yl)pyrrolidine-1-carboxylic acid tert-butyl ester C(C)(C)(C)OC(=O)N1[C@@H](CCC1)C=1C=C(C=C2CCOCC12)C=1C=NC(=C(C1)C=1SC=CN1)N